COC(=O)C=1C(=C(C=C2C1NCCO2)Cl)F.ClC=2C=C1C(N(CCO1)CC1=CSC=C1)=C(C2F)C(=O)OC Methyl 7-chloro-6-fluoro-4-(3-thienylmethyl)-2,3-dihydro-1,4-benzoxazine-5-carboxylate Methyl-7-chloro-6-fluoro-3,4-dihydro-2H-1,4-benzoxazine-5-carboxylate